bis(2,3-dihydrobenzo[b][1,4]dioxin-6-yl)methanol O1C2=C(OCC1)C=C(C=C2)C(O)C2=CC1=C(OCCO1)C=C2